FC=1C=C(CNC(=O)[C@@]2(C(N(CC2)C=2C=C3C=CNC3=CC2)=O)O)C=C(C1)F (S)-N-(3,5-difluorobenzyl)-3-hydroxy-1-(1H-indol-5-yl)-2-oxopyrrolidine-3-carboxamide